3-(2-cyclohexyl)pyridine C1C(CCCC1)C=1C=NC=CC1